C(C)OCCCNCCCOCC di(3-ethoxypropyl)amine